2,2-diphenyl-5-methylol-6-(3-dimethylaminopropyl)-methylamino-2H-naphtho[1,2-b]pyran C1(=CC=CC=C1)C1(C(=CC2=C(O1)C1=CC=CC=C1C(=C2CO)CCCN(C)C)NC)C2=CC=CC=C2